3-amino-6-(1-methyl-1H-imidazol-5-yl)-N-(6-(trifluoromethyl)pyridin-3-yl)pyrazine-2-carboxamide NC=1C(=NC(=CN1)C1=CN=CN1C)C(=O)NC=1C=NC(=CC1)C(F)(F)F